ClC=1C(=CC(=NC1)NC(CC1=NC(=CC=C1)C#N)=O)C1=C2N(N=C1)CC(C2)(C)C N-(5-chloro-4-(5,5-dimethyl-5,6-dihydro-4H-pyrrolo[1,2-b]pyrazol-3-yl)pyridin-2-yl)-2-(6-cyanopyridin-2-yl)Acetamide